CN1N=C(C(=C1)[C@@]1(NC(NC1=O)=O)CNC(=O)C=1C(=CC=CC1)C1=CC=C(C=C1)C(F)(F)F)C |r| rac-N-{[4-(1,3-dimethyl-1H-pyrazol-4-yl)-2,5-dioxoimidazolidin-4-yl]methyl}-4'-(trifluoromethyl)[biphenyl]-2-carboxamide